O[C@@H]1[C@H](CO[C@@H]([C@@H]1O)CO)NC1=CC(=NC(=N1)OC)C#N 6-(((3S,4R,5R,6R)-4,5-dihydroxy-6-(hydroxymethyl)tetrahydro-2H-pyran-3-yl)amino)-2-methoxypyrimidine-4-carbonitrile